ClC=1C=CC=C2NC=3C=C(C=CC3C(C12)(C)C)OCCN1CCOCC1 4-(2-((8-chloro-9,9-dimethyl-9,10-dihydroacridin-3-yl)oxy)ethyl)morpholine